3-bromo-2-(3,4-difluoro-2-methyl-phenoxy)quinoline BrC=1C(=NC2=CC=CC=C2C1)OC1=C(C(=C(C=C1)F)F)C